8-methyl-N-[[4-(methylamino)-2-methylsulfanyl-pyrimidin-5-yl]methyl]-2,3-dihydro-1H-quinolin-4-amine CC=1C=CC=C2C(CCNC12)NCC=1C(=NC(=NC1)SC)NC